5-((2-(cyclopropylamino)-5-isopropylpyridin-4-yl)oxy)pyrimidine-2,4-diamine C1(CC1)NC1=NC=C(C(=C1)OC=1C(=NC(=NC1)N)N)C(C)C